cyclohexane-1-sulfonyl fluoride C1(CCCCC1)S(=O)(=O)F